BrC=1C(=C(N)C(=CC1Cl)F)C#C[Si](C)(C)C 3-bromo-4-chloro-6-fluoro-2-((trimethylsilyl)ethynyl)aniline